(1S,2R)-3-amino-1-(3-(cyclohexylmethoxy)phenyl)propane-1,2-diol NC[C@H]([C@@H](O)C1=CC(=CC=C1)OCC1CCCCC1)O